sodium butanethiolate C(CCC)[S-].[Na+]